N1,N2-Bis(furan-2-ylmethyl)oxalamide O1C(=CC=C1)CNC(C(=O)NCC=1OC=CC1)=O